C(=O)C1N(CSC1)C(=O)OC(C)(C)C tert-Butyl 4-formylthiazolidine-3-carboxylate